(S)-N-((S)-1-(3-chloro-2,4-difluorophenyl)-2-((cis)-4-(trifluoromethyl)cyclohexyl)ethyl)-2-oxoimidazolidine-4-carboxamide ClC=1C(=C(C=CC1F)[C@H](C[C@@H]1CC[C@@H](CC1)C(F)(F)F)NC(=O)[C@H]1NC(NC1)=O)F